CCCCCCCCCC(CC\C=C/CCCCCC)=O (Z)-13-eicosen-10-one